BrC1=C(C=C2C(=NC(=NC2=C1F)SCC)N1CCOCC(C1)(O)C)Cl 4-(7-bromo-6-chloro-2-(ethylthio)-8-Fluoroquinazolin-4-yl)-6-methyl-1,4-oxazepan-6-ol